(S)-3-(3-(difluoromethoxy)phenyl)-N-(3-methyl-1,1-dioxidotetrahydrothiophen-3-yl)-1-(tetrahydro-2H-pyran-4-yl)-1H-pyrrolo[3,2-c]pyridine-6-carboxamide FC(OC=1C=C(C=CC1)C1=CN(C2=C1C=NC(=C2)C(=O)N[C@@]2(CS(CC2)(=O)=O)C)C2CCOCC2)F